CN(C(=O)Cl)C Dimethylcarbamic Chloride